7-Amino-8-(3-hydroxy-2,6-dimethylphenyl)quinoline-6-carboxamide NC1=C(C=C2C=CC=NC2=C1C1=C(C(=CC=C1C)O)C)C(=O)N